(e)-N-((1-(4-(dimethylamino)but-2-enoyl)azetidin-2-yl)methyl)-5-methylthiophene-2-carboxamide CN(C/C=C/C(=O)N1C(CC1)CNC(=O)C=1SC(=CC1)C)C